(1R,3aS,3bR,5aS,8R,10aS,10bS,12aR)-8-ethyl-10a,12a-dimethyl-1-((2R,5S)-6,6,6-trifluoro-5-hydroxy-5-methylhexan-2-yl)octadecahydrocyclohepta[a]cyclopenta[f]naphthalen-8-ol C(C)[C@]1(CC[C@H]2[C@@]([C@H]3CC[C@]4([C@H]([C@@H]3CC2)CC[C@@H]4[C@H](C)CC[C@](C(F)(F)F)(C)O)C)(CC1)C)O